(2R,4S,4aS,9bR)-2,4-dimethyl-4,4a,5,9b-tetrahydroindeno[1,2-d][1,3]dioxine C[C@@H]1O[C@H]([C@H]2[C@@H](O1)C1=CC=CC=C1C2)C